5-methyl-8-methylenedodecane CC(CCCC)CCC(CCCC)=C